CN1N=CC(=C1)C1=CC=C(C=C1)NC1=NC=CC(=N1)NC1=NC(=NC=C1)C1=NC(=CC=C1)C N2-[4-(1-methylpyrazol-4-yl)phenyl]-N4-[2-(6-methyl-2-pyridyl)pyrimidin-4-yl]pyrimidine-2,4-diamine